1,4,7,10-Tetrakis[2-(methylsulfanyl)ethyl]-1,4,7,10-tetraazacyclododecane CSCCN1CCN(CCN(CCN(CC1)CCSC)CCSC)CCSC